N-{2-[{2-[(tert-butoxycarbonyl)(methyl)amino]ethyl}(methyl)amino]ethyl}-N-methylglycine C(C)(C)(C)OC(=O)N(CCN(CCN(CC(=O)O)C)C)C